4-benzylhexahydropyrrolo[3,4-b][1,4]oxazine C(C1=CC=CC=C1)N1C2C(OCC1)CNC2